FC=1C(=NC(=C(C1)C(F)(F)F)C)C(=O)O 3-fluoro-6-methyl-5-(trifluoromethyl)picolinic acid